3,4-bisaminobutanoic acid NC(CC(=O)O)CN